2-(3-((1r,3R)-3-methoxy-1-(4-methyl-4H-1,2,4-triazol-3-yl)cyclobutyl)phenyl)-6-((((1R,2R)-2-methylcyclopropyl)amino)methyl)-4-(trifluoromethyl)isoindolin-1-one COC1CC(C1)(C1=NN=CN1C)C=1C=C(C=CC1)N1C(C2=CC(=CC(=C2C1)C(F)(F)F)CN[C@H]1[C@@H](C1)C)=O